(S)-6-(2-fluoro-5-methylphenyl)-3-(1-(6-ethoxy-5-methoxypyridin-2-yl)-2-(methylsulfonyl)ethyl)-1-methyl-1H-imidazo[4,5-b]pyridin-2(3H)-one FC1=C(C=C(C=C1)C)C=1C=C2C(=NC1)N(C(N2C)=O)[C@H](CS(=O)(=O)C)C2=NC(=C(C=C2)OC)OCC